CN(C(=O)N1CC=2N(CC1)C(=NN2)[C@@H]2C[C@@H](CCC2)NC2=NC=C(C(=N2)OC2COC2)C(F)(F)F)C N,N-dimethyl-3-[(1S,3R)-3-[[4-(oxetan-3-yloxy)-5-(trifluoromethyl)pyrimidin-2-yl]amino]cyclohexyl]-6,8-dihydro-5H-[1,2,4]triazolo[4,3-a]pyrazine-7-carboxamide